(Z)-3-bromo-3-(4-methylthiophenyl)acrolein Br\C(=C/C=O)\C1=CC=C(C=C1)SC